NC1=C(C=C(C=N1)NC(C(N1[C@H](CC[C@@H](C1)C)C=1C=CC2=C(N=C(S2)[C@@H]2[C@H](CN(CC2)C)OC)C1)=O)=O)CC N-(6-amino-5-ethyl-3-pyridyl)-2-oxo-2-[(2R,5S)-5-methyl-2-[2-[(3R,4S)-3-methoxy-1-methyl-4-piperidyl]-1,3-benzothiazol-5-yl]-1-piperidyl]acetamide